tert-Butyl ((2-(((2R*,3R*)-2-allyltetrahydrofuran-3-yl)oxy)-4-methylphenyl)sulfonyl)-L-prolinate C(C=C)[C@H]1OCC[C@H]1OC1=C(C=CC(=C1)C)S(=O)(=O)N1[C@@H](CCC1)C(=O)OC(C)(C)C |o1:3,7|